2,2,3,3,4,4,5,5,6,6-decabromobiphenyl BrC1(C(C(C(C(C1(Br)Br)(Br)Br)(Br)Br)(Br)Br)C1=CC=CC=C1)Br